C(CCCCCCC(=O)OC(CCCCCCCCC)C)(=O)OCC(COC(CCCCCCC(=O)OC(CCCCCCCCC)C)=O)(CO)CO [2,2-bis(hydroxymethyl)-3-[8-(1-methyldecoxy)-8-oxo-octanoyl]oxy-propyl] O8-(1-methyldecyl) octanedioate